NC(C)(C)C1=CC=C(C=C1)C1=NN=C(O1)C=1C(=NC=C(N1)C1=CC=C(C=C1)S(=O)(=O)C(C)C)N 3-[5-[4-(1-amino-1-methyl-ethyl)phenyl]-1,3,4-oxadiazol-2-yl]-5-(4-isopropylsulfonylphenyl)pyrazin-2-amine